4,4-diethyl-pyrazolidine-3,5-dione C(C)C1(C(NNC1=O)=O)CC